ClC=1C(=C(C=CC1)NC1=C(NC2=C1C(NCC2)=O)C2=C(C=NC=C2)C#C[C@H]2N([C@H]1C[C@H]1C2)C(C=C)=O)OC 3-[(3-chloro-2-methoxyphenyl)amino]-2-(3-{2-[(1S,3S,5S)-2-(prop-2-enoyl)-2-azabicyclo[3.1.0]hexan-3-yl]ethynyl}pyridin-4-yl)-1H,5H,6H,7H-pyrrolo[3,2-c]pyridin-4-one